NC=1C(=C(C=CC1)SC=1N=CC(=NC1)N1CCC2(CC1)[C@@H](C=1C(=NC=CC1)C2)N)Cl (S)-1'-(5-((3-amino-2-chlorophenyl)thio)pyrazin-2-yl)-5,7-dihydro-spiro[cyclopenta[b]pyridine-6,4'-piperidin]-5-amine